6-chloro-4-(4-(5-(trifluoromethyl)pyridin-2-yl)piperazin-1-yl)pyrido[3,2-d]pyrimidine ClC=1C=CC=2N=CN=C(C2N1)N1CCN(CC1)C1=NC=C(C=C1)C(F)(F)F